chloro-1,5'-dimethylspiro[indoline-3,1'-pyrrolo[3,2,1-ij]quinazoline]-2,3'(2'H)-dione ClN1C(N2C3=C(C=CC=C3C13C(N(C1=CC=CC=C13)C)=O)C=C2C)=O